1-((4-bromo-3-methylphenyl)sulfonyl)-azetidin-3-ol BrC1=C(C=C(C=C1)S(=O)(=O)N1CC(C1)O)C